FC(CN1CCN(CC1)CC1=CC=2N(C=C1)N=CC2N2C(NC(CC2)=O)=O)(C(F)F)F 1-(5-((4-(2,2,3,3-tetrafluoropropyl)piperazin-1-yl)methyl)pyrazolo[1,5-a]pyridin-3-yl)dihydropyrimidine-2,4(1H,3H)-dione